C[Si](=[Zr](C1C(=CC2=CC=CC=C12)C(C)C)C1C(=CC2=CC=CC=C12)C(C)C)C dimethylsilanediyl-bis(2-isopropyl-indenyl)zirconium